octyl-propyl-trimethyl-ammonium bromide [Br-].C(CCCCCCC)C[N+](C)(C)CCC